7-fluoro-4-(8-fluoro-2-(((2R,7aS)-2-fluorotetrahydro-1H-pyrrolizin-7a(5H)-yl)methoxy)-4-(1,7-diazaspiro[3.5]nonan-7-yl)quinazolin-7-yl)benzo[d]thiazol-2-amine FC1=CC=C(C=2N=C(SC21)N)C2=CC=C1C(=NC(=NC1=C2F)OC[C@]21CCCN1C[C@@H](C2)F)N2CCC1(CCN1)CC2